6-methoxy-3,3-dimethyl-2,3-dihydro-1H-indene-5-sulfonyl chloride COC1=C(C=C2C(CCC2=C1)(C)C)S(=O)(=O)Cl